4-(5-(1-acryloylpyrrolidin-3-yl)pyrrolo[1,2-c]pyrimidin-7-yl)-3-fluoro-N-(4-methoxypyridin-2-yl)benzamide C(C=C)(=O)N1CC(CC1)C=1C=C(N2C=NC=CC21)C2=C(C=C(C(=O)NC1=NC=CC(=C1)OC)C=C2)F